C1CCNOCC1 OxaazaCycloheptane